(R)-2-(3-((4-(2-(ethoxymethoxy)-4-(prop-1-yn-1-yl)phenyl)phthalazin-1-yl)amino)piperidin-1-yl)ethane tris(2,4-ditert-butylphenyl)phosphate C(C)(C)(C)C1=C(C=CC(=C1)C(C)(C)C)OP(=O)(OC1=C(C=C(C=C1)C(C)(C)C)C(C)(C)C)OC1=C(C=C(C=C1)C(C)(C)C)C(C)(C)C.C(C)OCOC1=C(C=CC(=C1)C#CC)C1=NN=C(C2=CC=CC=C12)N[C@H]1CN(CCC1)CC